(2-(Benzyloxy)-4-(difluoromethyl)-6-hydroxyphenyl)(7-((dimethylamino)methyl)-3,4-dihydroisoquinolin-2(1H)-yl)methanone C(C1=CC=CC=C1)OC1=C(C(=CC(=C1)C(F)F)O)C(=O)N1CC2=CC(=CC=C2CC1)CN(C)C